6-((1R,3s,5S,6r)-6-(1-isopropyl-3-(6-(trifluoromethyl)pyridin-2-yl)-1H-pyrazol-5-yl)bicyclo[3.1.0]hexan-3-yl)-2-thia-6-azaspiro[3.4]octane 2,2-dioxide C(C)(C)N1N=C(C=C1C1[C@H]2CC(C[C@@H]12)N1CC2(CS(C2)(=O)=O)CC1)C1=NC(=CC=C1)C(F)(F)F